1'-(6-amino-5-((2-amino-3-chloro-pyridin-4-yl)thio)pyrazin-2-yl)spiro[bicyclo[3.2.0]heptane-3,4'-piperidin]-2-amine NC1=C(N=CC(=N1)N1CCC2(CC1)C(C1CCC1C2)N)SC2=C(C(=NC=C2)N)Cl